FC=1C(=NC=CC1)CC(=O)NC(C(=O)O)CCN(CCCCC1=NC=2NCCCC2C=C1)CCOC1=CC=CC=C1 2-[[2-(3-fluoro-2-pyridyl)acetyl]amino]-4-[2-phenoxyethyl-[4-(5,6,7,8-tetrahydro-1,8-naphthyridin-2-yl)butyl]amino]butanoic acid